methyl (R)-6-(tert-butyl)-10-((7-(heptyloxy)-7-oxoheptyl) oxy)-2-oxo-6,7-dihydro-2H-pyrido[2',1':3,4]pyrazino[1,2-b]indazole-3-carboxylate C(C)(C)(C)[C@H]1N2C(C=3N(N=C4C(=CC=CC34)OCCCCCCC(=O)OCCCCCCC)C1)=CC(C(=C2)C(=O)OC)=O